3,6-di(3-aminopropyl)-2,5-diketopiperazine NCCCC1C(NC(C(N1)=O)CCCN)=O